ClC=1N=CN(C1)C 4-chloro-1-methyl-1H-imidazol